2-Amino-2',4'-dimethoxybiphenyl NC1=C(C=CC=C1)C1=C(C=C(C=C1)OC)OC